tert-butyl 1-(2-bromo-4-chlorophenyl)-1H-1,2,3-triazole-4-carboxylate BrC1=C(C=CC(=C1)Cl)N1N=NC(=C1)C(=O)OC(C)(C)C